(3-(1-isopropyl-2-methyl-1H-imidazo[4,5-c]pyridin-6-yl)-1H-pyrrolo[2,3-b]pyridin-5-yl)(4-methylpiperazin-1-yl)methanone C(C)(C)N1C(=NC=2C=NC(=CC21)C2=CNC1=NC=C(C=C12)C(=O)N1CCN(CC1)C)C